ClC=1C=C2C(=CN(C2=CC1)CC1=CC=C(C=C1)C1=CC(=CC=C1)C#N)C(C1COC(C1=C)=O)O 4'-((5-Chloro-3-(hydroxy(4-methylene-5-oxotetrahydrofuran-3-yl)methyl)-1H-indol-1-yl)methyl)-[1,1'-biphenyl]-3-carbonitrile